ClC=1C=C(C=C(C1)Cl)NC1=NC=C(C(=N1)NC1=CC=C2CCNCC2=C1)C=1C=NN(C1)C N2-(3,5-dichlorophenyl)-5-(1-methyl-1H-pyrazol-4-yl)-N4-(1,2,3,4-tetrahydroisoquinolin-7-yl)pyrimidine-2,4-diamine